COC1=CC=C(C=N1)[C@H](C)N(C1=NC=C(C=C1)B1OC(C(O1)(C)C)(C)C)C (S)-N-(1-(6-methoxypyridin-3-yl)ethyl)-N-methyl-5-(4,4,5,5-tetramethyl-1,3,2-dioxaborolane-2-yl)pyridin-2-amine